C=C(C)C1=C(C=CC=C1)[C@H]1N(CCC1)C1CC2(CN(C2)C(=O)OC(C)(C)C)C1 tert-butyl 6-[(2S)-2-[2-(prop-1-en-2-yl)phenyl]pyrrolidin-1-yl]-2-azaspiro[3.3]heptane-2-carboxylate